7,8-dichloro-N-[4-(cyanomethyl)-2,5-difluoro-phenyl]-1-keto-2H-isoquinoline-4-sulfonamide ClC1=CC=C2C(=CNC(C2=C1Cl)=O)S(=O)(=O)NC1=C(C=C(C(=C1)F)CC#N)F